1-[2-(2-furyl) ethanamido] (2E,4E,6E,8E,10E,12E,14E,16Z,18E)-4,8,13,17-tetramethylicosa-2,4,6,8,10,12,14,16,18-nonaenedioate C/C(/C=C/C(=O)ONC(CC=1OC=CC1)=O)=C\C=C\C(=C\C=C\C=C(\C=C\C=C(/C=C/C(=O)[O-])\C)/C)\C